OC(COC1=CC=C(C=C1)C#CC1=C2C=CN=C(C2=C(N=C1)NC)C(=O)N)(C)C 5-((4-(2-hydroxy-2-methylpropyloxy)phenyl)ethynyl)-8-(methylamino)-2,7-naphthyridin-1-carboxamide